CC1=CN=C(O1)C=1NC=CC1 2-(5-methyl-oxazol-2-yl)-1H-pyrrole